methyl 4-amino-3-(2-methyl-1H-imidazole-1-yl)benzoate NC1=C(C=C(C(=O)OC)C=C1)N1C(=NC=C1)C